C1(=C(C(=CC(=C1)C)C)B(O)O)C mesitylboronic acid